S1C=C(C=C1)C1=CN=C2C(=N1)N(C=N2)C(C)C=2C=C1C=CC=NC1=CC2 6-(1-(6-(thiophen-3-yl)-1H-imidazo[4,5-b]pyrazin-1-yl)ethyl)quinoline